FC(C1=CC=C(C=C1)N1N=NC(=C1COC1=CC=C(N=N1)N1CC(N(CC1)CCN1CCOCC1)=O)C)F 4-(6-((1-(4-(Difluoromethyl)phenyl)-4-methyl-1H-1,2,3-triazol-5-yl)methoxy)pyridazine-3-yl)-1-(2-morpholinoethyl)piperazin-2-one